1,2,3,4,4a,5,6,6a,6b,7,8,8a,9,14,14a,14b,15,16b-octadecahydrochryseno[1,2-g]Quinazolin-4a-Carboxylat C1CCCC2(CCC3C4CCC5C(CC=6C=NC=NC6C5)C4CC=C3C12)C(=O)[O-]